2-oxo-N-(phenyl(4-(pyrimidin-2-yl)phenyl)methyl)-6-(trifluoromethyl)-1,2-dihydropyridine-3-carboxamide O=C1NC(=CC=C1C(=O)NC(C1=CC=C(C=C1)C1=NC=CC=N1)C1=CC=CC=C1)C(F)(F)F